FC(S(=O)(=O)OC=1CCOC(C1)C1=CC(=NC=C1)OC)(F)F [6-(2-methoxy-4-pyridyl)-3,6-dihydro-2H-pyran-4-yl] trifluoromethanesulfonate